1-(toluene-4-sulfonyl)-2,5-dihydropyrrole CC1=CC=C(C=C1)S(=O)(=O)N1CC=CC1